8-((3'-bromo-2,2'-dimethyl-[1,1'-biphenyl]-3-yl)amino)-1,7-naphthyridine-3-carbaldehyde BrC=1C(=C(C=CC1)C1=C(C(=CC=C1)NC=1N=CC=C2C=C(C=NC12)C=O)C)C